C(C1=CC=CC=C1)OC(=O)N1CC(C1)OC=1C=CC(=C2C=C(N=CC12)Cl)Br 3-((5-bromo-3-chloroisoquinolin-8-yl)oxy)azetidine-1-carboxylic acid benzyl ester